BrC1=CC=C(C=C1)C=1C=NN(C1)C(C)C 4-(4-bromophenyl)-1-isopropylpyrazole